OC(CNCCCCCCCOCCCC=1C=C(CS(=O)(=O)N)C=CC1)C1=CC(=C(C=C1)O)CO 3-(3-{7-[2-Hydroxy-2-(4-hydroxy-3-hydroxymethyl-phenyl)-ethylamino]-heptyloxy}-propyl)-benzylsulfonamide